4-FLUORO-7-HYDROXYINDOLE-3-CARBOXALDEHYDE FC1=C2C(=CNC2=C(C=C1)O)C=O